(4-chloro-1H-indol-2-yl)methyl-3,7-dimethyl-purine-2,6-dione ClC1=C2C=C(NC2=CC=C1)CC1=NC=2N(C(NC(C2N1C)=O)=O)C